4-cyclopropyl-3-(1-methoxyisoquinolin-5-yl)-N-[2-(trifluoromethyl)pyridin-4-yl]-1,2-thiazole-5-carboxamide C1(CC1)C=1C(=NSC1C(=O)NC1=CC(=NC=C1)C(F)(F)F)C1=C2C=CN=C(C2=CC=C1)OC